(1S,4R)-4-[[[(5S)-3-(3,5-difluorophenyl)-5-vinyl-4H-1,2-oxazol-5-yl]carbonyl]amino]-cyclopent-2-ene-1-carboxylic methylester COC(=O)[C@@H]1C=C[C@@H](C1)NC(=O)[C@]1(CC(=NO1)C1=CC(=CC(=C1)F)F)C=C